6-chloro-N2-cyclopropyl-N4-isopropyl-1,3,5-triazine-2,4-diamine ClC1=NC(=NC(=N1)NC1CC1)NC(C)C